4-bromo-2,6-dimethylbenzoyl chloride BrC1=CC(=C(C(=O)Cl)C(=C1)C)C